3,6-dimethyl-N-[(4-methylphenyl)methyl]-[1,2]oxazolo[5,4-d]pyrimidin-4-amine CC1=NOC2=NC(=NC(=C21)NCC2=CC=C(C=C2)C)C